CSCC=O 2-(methylthio)acetaldehyde